C1(CC1)CN1N=C(C(=C1)CO)SC (1-(cyclopropylmethyl)-3-(methylthio)-1H-pyrazol-4-yl)methanol